ClC1=CC2=C(C(=N1)N1CCOCC1)C(N(C2)C(C)C2CC2)=O 6-chloro-2-(1-cyclopropylethyl)-4-morpholinyl-1,2-dihydro-3H-pyrrolo[3,4-c]pyridin-3-one